N1=CN=CC2=C1C=1N(N=C2)C=CN1 imidazo[1,2-b]pyrimido[4,5-d]pyridazine